(E)-methyl N'-(4-chloro-1-(tetrahydro-2H-pyran-2-yl)-1H-indazol-5-yl)-N-(3-nitrobenzoyl)carbamimidothioate ClC1=C2C=NN(C2=CC=C1\N=C(/NC(C1=CC(=CC=C1)[N+](=O)[O-])=O)\SC)C1OCCCC1